CN1C=CC2=NC(=CC=C21)C(=O)O 1-methyl-1H-pyrrolo[3,2-b]pyridine-5-carboxylic acid